tert-butyl (2-(4-(2-(2,6-dioxopiperidin-3-yl)-1,3-dioxoisoindolin-4-yl)piperazin-1-yl)ethyl)carbamate O=C1NC(CCC1N1C(C2=CC=CC(=C2C1=O)N1CCN(CC1)CCNC(OC(C)(C)C)=O)=O)=O